Tert-butyl 3-(((1r,4r)-4-(3-(4-methoxyphenyl)-1,2,4-oxadiazol-5-yl)cyclohexane-1-carboxamido)methyl)pyrrolidine-1-carboxylate COC1=CC=C(C=C1)C1=NOC(=N1)C1CCC(CC1)C(=O)NCC1CN(CC1)C(=O)OC(C)(C)C